C(C)(=O)C1=NN(C2=CC=C(C=C12)Br)CC(=O)[C@@H]1N(C[C@H](C1)F)C(=O)[O-] |&1:16| (2R,4S) and (2S,4S)-2-(2-(3-acetyl-5-bromo-1H-indazol-1-yl) acetyl)-4-fluoropyrrolidine-1-carboxylate